[Na+].C(=O)([O-])C1=C(C=C(C=C1)C(=O)[O-])S(=O)(=O)[O-] 2,5-dicarboxyphenylsulfonic acid monosodium salt